((3-(4-((1H-imidazol-1-yl)methyl)-2-methylphenyl)-5-isobutylthiophene-2-yl)sulfonyl)carbamic acid butyl ester C(CCC)OC(NS(=O)(=O)C=1SC(=CC1C1=C(C=C(C=C1)CN1C=NC=C1)C)CC(C)C)=O